ClC1=CC=C(OC2=CC=C(N=N2)C2N(C(C=3NN=C(C32)C3=CC=CC=2NC(OC23)=O)=O)CC(C)(F)F)C=C1 7-{4-[6-(4-Chlorophenoxy)pyridazine-3-yl]-5-(2,2-difluoropropyl)-6-oxo-1,4,5,6-tetrahydropyrrolo[3,4-c]pyrazol-3-yl}-1,3-benzoxazol-2(3H)-one